(2S,3R)-3-((2-aminopyridin-4-yl)methyl)-N2-(1-methyl-1H-pyrazol-3-yl)-N1-((R)-1-(3,4-dimethylphenyl)propyl)-N2-methyl-4-oxoazetidine-1,2-dicarboxamide NC1=NC=CC(=C1)C[C@@H]1[C@H](N(C1=O)C(=O)N[C@H](CC)C1=CC(=C(C=C1)C)C)C(=O)N(C)C1=NN(C=C1)C